6-Methyl-4-((tetrahydro-2H-pyran-4-yl)methyl)picolinonitrile CC1=CC(=CC(=N1)C#N)CC1CCOCC1